N-hydroxypiperidine carbamate (N-hydroxyphenylcarbamate) ON(C(O)=O)C1=CC=CC=C1.C(N)(O)=O.ON1CCCCC1